N-Decanoylsarcosine sodium salt [Na+].C(CCCCCCCCC)(=O)N(C)CC(=O)[O-]